5-chloro-8-iodoimidazo[1,2-a]pyridine ClC1=CC=C(C=2N1C=CN2)I